6-[1-[2-[tert-butyl(dimethyl)silyl]oxycyclohexyl]-5-methyl-pyrazol-4-yl]-4-[(1R)-1-(5-fluoro-2-pyridyl)ethoxy]pyrazolo[1,5-a]pyridine-3-carbonitrile [Si](C)(C)(C(C)(C)C)OC1C(CCCC1)N1N=CC(=C1C)C=1C=C(C=2N(C1)N=CC2C#N)O[C@H](C)C2=NC=C(C=C2)F